NC1=C(C(=O)N)C=C(C(=C1Br)C)[N+](=O)[O-] 2-amino-3-bromo-4-methyl-5-nitrobenzamide